N=1N=CN2C1N=CC=C2C=2C=C(C=NC2)C2=CC=C(C=C2)N2C(CCC2)=O 1-(4-(5-([1,2,4]triazolo[4,3-a]pyrimidin-5-yl)pyridin-3-yl)phenyl)pyrrolidin-2-one